N[C@H]1CN(C[C@@H](C1)F)C(=O)C1=CC2=C(C(=C(O2)C=2N(C3=CC(=CC=C3C2)C2=CC(=C(C(=O)N)C=C2)Cl)CC2CC2)C)C(=C1)OC 4-(2-(6-((3R,5R)-3-amino-5-fluoropiperidine-1-carbonyl)-4-methoxy-3-methylbenzofuran-2-yl)-1-(cyclopropylmethyl)-1H-indol-6-yl)-2-chlorobenzamide